ClC1=C([C@H](N)C(=O)O)C=CC=C1 L-o-chlorophenylglycine